ClC1=NC(=NC(=C1CO)OC)C (4-Chloro-6-methoxy-2-methylpyrimidin-5-yl)methanol